(4-methoxy-3-(piperidin-4-yloxy)phenyl)quinoline-4-carboxamide COC1=C(C=C(C=C1)C1=NC2=CC=CC=C2C(=C1)C(=O)N)OC1CCNCC1